6-methyl-7-oxo-1H-pyrrolo[2,3-c]pyridine-2-carboxylate CN1C(C2=C(C=C1)C=C(N2)C(=O)[O-])=O